ClC1=CC=C(C=C1)C(C#N)NC1=CC=CC=C1 2-(p-chlorophenyl)-2-(anilino)acetonitrile